2-(fluoro)nicotinic acid FC1=C(C(=O)O)C=CC=N1